FC1=C(CNC(=O)C=2C(C(=C3N(N4[C@H](CCCCN(C3=O)C4)C)C2)O)=O)C=CC(=C1)F (1R,2S)-N-(2,4-difluorobenzyl)-9-hydroxy-2-methyl-8,10-dioxo-3,4,5,6,8,10-hexahydro-2H-1,7-methanopyrido[1,2-b][1,2,5]triazecine-11-carboxamide